N-(2-ethoxyphenyl)-4-((1-((2-fluoro-4-chlorophenyl)amino)-1-oxopropan-2-yl)oxy)benzamide C(C)OC1=C(C=CC=C1)NC(C1=CC=C(C=C1)OC(C(=O)NC1=C(C=C(C=C1)Cl)F)C)=O